N-[3-chloro-4-[[1-(piperidine-4-carbonyl)-4-piperidyl]carbamoyl]phenyl]-5-(2,3-difluoro-4-methoxy-phenyl)-1-methyl-imidazole-2-carboxamide ClC=1C=C(C=CC1C(NC1CCN(CC1)C(=O)C1CCNCC1)=O)NC(=O)C=1N(C(=CN1)C1=C(C(=C(C=C1)OC)F)F)C